C1(CCCCC1)N1N=C(C=C1CC(C)C)NC1=C(C(=O)O)C=C(C=N1)C=1SC=CC1 2-((1-cyclohexyl-5-isobutyl-1H-pyrazol-3-yl)amino)-5-(thiophen-2-yl)nicotinic acid